(2s,3R,5R)-3-(((2-(3-(2,3-dihydroxyphenyl)isoxazole-5-carbonyl)hydrazinecarbonyl)oxy)methyl)-3-methyl-7-oxo-4-thia-1-azabicyclo[3.2.0]heptane-2-carboxylic acid 4,4-dioxide OC1=C(C=CC=C1O)C1=NOC(=C1)C(=O)NNC(=O)OC[C@]1([C@@H](N2C(C[C@H]2S1(=O)=O)=O)C(=O)O)C